aminobromotriazole NC1=C(N=NN1)Br